[Br-].CC[N+](C)(CCCCCCCCCCCC)CCOC(C=C)=O methyl-acryloyloxyethyl-dodecyl-dimethyl-ammonium bromide